1-(4-(dimethylamino)phenyl)-5-hydroxy-2-(4-methoxyphenyl)-4-(piperidin-1-ylmethyl)-1H-indole-3-carboxylic acid ethyl ester C(C)OC(=O)C1=C(N(C2=CC=C(C(=C12)CN1CCCCC1)O)C1=CC=C(C=C1)N(C)C)C1=CC=C(C=C1)OC